ClC1=C(C=CC(=N1)C=1C=CC=C2C(=C(C=NC12)C(=O)NN1CCOC2=C1C=CC=C2)N2CCOCC2)F 8-(6-chloro-5-fluoro-2-pyridinyl)-N-(2,3-dihydro-1,4-benzoxazin-4-yl)-4-morpholino-quinoline-3-carboxamide